C(=O)(OC1CCC(CC1)C(C)(C)C)OOC(=O)OC1CCC(CC1)C(C)(C)C bis-(4-t-butylcyclohexyl) peroxydicarbonate